4-(4-(trifluoromethyl)phenoxy)aniline FC(C1=CC=C(OC2=CC=C(N)C=C2)C=C1)(F)F